1-(3-(tert-butyl)-1-phenyl-1H-pyrazol-5-yl)-3-(4-((3,4-dihydro-2H-pyrido[3,2-b][1,4]oxazin-8-yl)oxy)-2-fluorophenyl)urea C(C)(C)(C)C1=NN(C(=C1)NC(=O)NC1=C(C=C(C=C1)OC1=CC=NC2=C1OCCN2)F)C2=CC=CC=C2